ClC=1C=C(C=CC1OC=1C=NC(=CC1)C)NC=1C2=C(N=CN1)SC1=C2CN(C1)C(\C=C\CN(C)C)=O (E)-1-(4-((3-Chloro-4-((6-methylpyridin-3-yl)oxy)phenyl)amino)-5H-pyrrolo[3',4':4,5]thieno[2,3-d]pyrimidin-6(7H)-yl)-4-(dimethylamino)but-2-en-1-one